C(C)OC(CCBr)=O ethyl-3-bromopropionate